C(C)C1=CNC2=NC=C(C=C21)C=2C(=C(C(=CC2)C)P(C)(C)=O)F (3-(3-Ethyl-1H-pyrrolo[2,3-b]pyridin-5-yl)-2-fluoro-6-methylphenyl)dimethylphosphine oxide